ClC=1C(=C(C=CC1OCC1(CC1)F)NC=1C2=C(N=CN1)C=NC(=N2)N2[C@@H]1CN[C@H](C2)C1)F N-[3-chloro-2-fluoro-4-[(1-fluorocyclopropyl)methoxy]phenyl]-6-[(1S,4S)-2,5-diazabicyclo[2.2.1]heptan-2-yl]pyrimido[5,4-d]pyrimidin-4-amine